C(C)(C)N(C(OC(C=1N(C(=C(N1)I)SC)COCC[Si](C)(C)C)C1=CC(=C(C=C1)F)Cl)=O)C(C)C (3-chloro-4-fluorophenyl)(4-iodo-5-(methylthio)-1-((2-(tri-methylsilyl)ethoxy)methyl)-1H-imidazol-2-yl)methyl diisopropylcarbamate